N1C(=NC=C1)[BH2-]C=1NC=CN1.[Na+] sodium bis(imidazolyl)borohydride